BrCOC(=O)C=1C(=CC=CC1)C1=CC=CC=C1 bromomethyl-2-biphenyl-carboxylate